(2S)-2-(benzyloxycarbonylamino)-3-(2-trimethylsilylethoxycarbonylamino)propionic acid C(C1=CC=CC=C1)OC(=O)N[C@H](C(=O)O)CNC(=O)OCC[Si](C)(C)C